1,1-bis(pentafluorophenyl)methanol dichlorophosphate P(=O)(Cl)(Cl)OC(C1=C(C(=C(C(=C1F)F)F)F)F)C1=C(C(=C(C(=C1F)F)F)F)F